(S)-1-benzyl-5-(5-(3,5-dimethylisoxazol-4-yl)-1-((1r,4S)-4-methoxycyclohexyl)-1H-benzo[d]imidazol-2-yl)pyrrolidin-2-one C(C1=CC=CC=C1)N1C(CC[C@H]1C1=NC2=C(N1C1CCC(CC1)OC)C=CC(=C2)C=2C(=NOC2C)C)=O